5-(4-(methoxycarbonyl)phenyl)pent-4-enoic acid COC(=O)C1=CC=C(C=C1)C=CCCC(=O)O